Methyl (2E)-3-(4-{2-[4,4-dimethyl-1-(prop-2-yn-1-yl)-1,2,3,4-tetrahydroquinolin-6-yl]ethynyl}phenyl)prop-2-enoate CC1(CCN(C2=CC=C(C=C12)C#CC1=CC=C(C=C1)/C=C/C(=O)OC)CC#C)C